BrC1=CN(C2=NC(=CC=C21)C(=O)N2C(CN(CC2)C2=NC(=C(C(=O)OC)C(=C2)C)C)(C)C)CC2=CC=NC=C2 methyl 6-(4-(3-bromo-1-(pyridin-4-ylmethyl)-1H-pyrrolo[2,3-b]pyridine-6-carbonyl)-3,3-dimethylpiperazin-1-yl)-2,4-dimethylnicotinate